O=C1N(CC=2C=C3C(=CC12)OCC31CCN(CC1)CC1=CC3=C(OCC(N3)=O)C=C1)C1C(NC(CC1)=O)=O 3-(7-oxo-1'-((3-oxo-3,4-dihydro-2H-benzo[b][1,4]oxazin-6-yl)methyl)-5,7-dihydro-2H,6H-spiro[furo[2,3-f]isoindole-3,4'-piperidin]-6-yl)piperidine-2,6-dione